4-(2-chlorophenyl)-6-methyl-1,4-dihydropyridine-3,5-dicarboxylic acid ClC1=C(C=CC=C1)C1C(=CNC(=C1C(=O)O)C)C(=O)O